C(O)(=O)OC(CCCCCCC)O octanediol carbonate